NC1=C2N(C(N(C2=NC=N1)[C@H]1[C@@H](CN(CC1)CCC1CCN(CC1)C1CNC1)F)=O)C1=CC=C(C=C1)OC1=CC=CC=C1 6-amino-9-[(3R,4R)-1-{2-[1-(azetidin-3-yl)piperidin-4-yl]ethyl}-3-fluoropiperidin-4-yl]-7-(4-phenoxyphenyl)purin-8-one